(1R,2S)-5'-methoxy-2-{3-[(7-methoxyquinolin-6-yl)amino]-1H-indazol-6-yl}spiro[cyclopropane-1,3'-indol]-2'(1'H)-one COC=1C=C2[C@]3(C(NC2=CC1)=O)[C@@H](C3)C3=CC=C1C(=NNC1=C3)NC=3C=C1C=CC=NC1=CC3OC